C(C)(C)(C)OC(=O)N1CCC(CC1)C1=CC=2N(C(=C(C2S1)C(=C)C)C(=O)OC)C(=O)OC(C)(C)C 4-(tert-butyl) 5-methyl 2-(1-(tert-butoxycarbonyl)piperidin-4-yl)-6-(prop-1-en-2-yl)-4H-thieno[3,2-b]pyrrole-4,5-dicarboxylate